C(CCCCCCCC)OC(CC)O (nonyloxy)propan-1-ol